SC1=C(C(=O)[O-])C=CC=N1 mercaptonicotinate